C(C=C)(=O)NCC[N+](CC)(C)C acrylamidooxyethyl-dimethyl-ethyl-ammonium